1-bromo-2-chloro-4-(4-chlorophenoxy)benzene di-tert-butyl-L-glutamate hydrochloride Cl.C(C)(C)(C)OC([C@@H](N)CCC(=O)OC(C)(C)C)=O.BrC1=C(C=C(C=C1)OC1=CC=C(C=C1)Cl)Cl